2-chloro-5-((2-chloro-4-(fluoromethyl)thiophen-3-ylamino)methyl)-N-(4-methoxyphenyl)pyrimidin-4-amine ClC1=NC=C(C(=N1)NC1=CC=C(C=C1)OC)CNC1=C(SC=C1CF)Cl